O=C1OC(C2=CC(=CC=C12)C(=O)OC1(CC=C(C=C1)C1=CC=CC=C1)OC(=O)C=1C=C2C(OC(C2=CC1)=O)=O)=O 4,4-bis(1,3-dioxo-1,3-dihydroisobenzofuran-5-ylcarbonyloxy)biphenyl